(E)-6-(4-(Cyclopropylamino)but-2-enoyl)-4-(2-(1-ethyl-3-(trifluoromethyl)-1H-pyrazol-4-yl)phenyl)-4,5,6,7-tetrahydrothieno[2,3-c]pyridine-2-carbonitrile C1(CC1)NC/C=C/C(=O)N1CC2=C(C(C1)C1=C(C=CC=C1)C=1C(=NN(C1)CC)C(F)(F)F)C=C(S2)C#N